N[C@H](C(=O)N1CC(CCC1)C(C)NS(=O)(=O)C1=CC=C(C2=CC=CC=C12)NC(C1=C(C=CC=C1)C)=O)C N-(4-(N-(1-(1-((S)-2-aminopropanoyl)piperidin-3-yl)ethyl)sulfamoyl)naphthalen-1-yl)-2-methylbenzamide